((3-amino-2,3-dihydro-1H-inden-5-yl)methyl)-1,3-dihydro-2H-benzo[d]imidazol-2-one NC1CCC2=CC=C(C=C12)CN1C(NC2=C1C=CC=C2)=O